(2S)-N-[(1S)-1-cyano-2-[4-(3-methyl-2-oxo-1,3-benzoxazol-5-yl)phenyl]ethyl]-4-ethyl-1,4-oxazepane-2-carboxamide C(#N)[C@H](CC1=CC=C(C=C1)C=1C=CC2=C(N(C(O2)=O)C)C1)NC(=O)[C@H]1OCCCN(C1)CC